butyl(2-chloroethyl)sulfane C(CCC)SCCCl